(2-ethylheptyl) (2-propylhexyl) phthalate C(C=1C(C(=O)OCC(CCCC)CCC)=CC=CC1)(=O)OCC(CCCCC)CC